NC1=C2C(C=3C(=CC=C(C3C(C2=CC=C1)=O)O)O)=O 5-amino-1,4-dihydroxyanthraquinone